[1(R)-[(1,2-di-hydro-1-methane-sulfonylspiro[3H-indole-3,4'-piperidin]-1'-yl)carbonyl]-2-(phenyl-methyloxy)ethyl]-2-amino-2-methylpropanamide CS(=O)(=O)N1CC2(CCN(CC2)C(=O)[C@@H](COCC2=CC=CC=C2)CC(C(=O)N)(C)N)C2=CC=CC=C12